magnesium aluminum manganate [Mn](=O)(=O)([O-])[O-].[Al+3].[Mg+2]